(S)-2-amino-N-(3-fluoro-4-(1-methyl-6-oxo-1,6-dihydropyridin-2-yl)phenyl)-3,3-diphenylpropanamide hydrochloride Cl.N[C@H](C(=O)NC1=CC(=C(C=C1)C=1N(C(C=CC1)=O)C)F)C(C1=CC=CC=C1)C1=CC=CC=C1